N,N-dimethyl-cinnamamide CN(C(C=CC1=CC=CC=C1)=O)C